tert-butyl (S)-2-((4-methyl-3-(1-((1-(2-methyl-7-(4,4,5,5-tetramethyl-1,3,2-dioxaborolan-2-yl)quinolin-5-yl)cyclopropyl)amino)vinyl)phenoxy)methyl)azetidine-1-carboxylate CC1=C(C=C(OC[C@H]2N(CC2)C(=O)OC(C)(C)C)C=C1)C(=C)NC1(CC1)C1=C2C=CC(=NC2=CC(=C1)B1OC(C(O1)(C)C)(C)C)C